C1NCC12CC(C2)NC=2C=NC1=CC=C(C=C1C2)C=2N=CNC2C2=NC(=CC=C2)C N-(2-azaspiro[3.3]heptan-6-yl)-6-[5-(6-methyl-2-pyridyl)-1H-imidazol-4-yl]quinolin-3-amine